3-amino-6-(1-isobutyrylpiperidin-4-yl)-1,5-dihydro-4H-pyrazolo[4,3-c]pyridin-4-one NC1=NNC2=C1C(NC(=C2)C2CCN(CC2)C(C(C)C)=O)=O